FC1=C(C=CC(=C1F)OC1=NC=CC=C1)C1=CN=C(N1)C(=O)N 5-[2,3-difluoro-4-(2-pyridyloxy)phenyl]-imidazole-2-carboxamide